4-(Fmoc-aminomethyl)cyclohexanecarboxylic acid C(=O)(OCC1C2=CC=CC=C2C2=CC=CC=C12)C(C1CCC(CC1)C(=O)O)N